bis[4-(dimethylamino)phenyl]-[4-(N-methylanilino)naphthalen-1-yl]methanol CN(C1=CC=C(C=C1)C(O)(C1=CC=C(C2=CC=CC=C12)N(C1=CC=CC=C1)C)C1=CC=C(C=C1)N(C)C)C